OC=1C(=NC=CC1OC)C(=O)N[C@@H](CC=O)C(C([C@H]([C@@H]([C@H](C=O)CC1=CC=CC=C1)OC(C(C)C)=O)C)=O)=O 2-Methylpropanoic acid (3S,6S,7R,8R)-3-[[(3-hydroxy-4-methoxy-2-pyridinyl) carbonyl] amino]-6-methyl-4,9-dioxo-8-(phenylmethyl)-1,5-dioxononan-7-yl ester